tert-Butyl 4-(3-((1RS,3SR)-3-carbamoyl-4'-chloro-1',2'-dihydrospiro[cyclopentane-1,3'-pyrrolo[2,3-b]pyridin]-5'-yl)-1-tosyl-1H-indol-7-yl)-3-oxopiperazine-1-carboxylate C(N)(=O)[C@@H]1C[C@]2(CNC3=NC=C(C(=C32)Cl)C3=CN(C2=C(C=CC=C32)N3C(CN(CC3)C(=O)OC(C)(C)C)=O)S(=O)(=O)C3=CC=C(C)C=C3)CC1 |r|